oleyl-ammonium hydroiodide salt I.C(CCCCCCC\C=C/CCCCCCCC)[NH3+]